2-[(1S)-3-Methylcyclohex-2-en-1-yl]benzene-1,3,5-triol CC1=C[C@H](CCC1)C1=C(C=C(C=C1O)O)O